N-ethyl-3-methoxy-2-((2-oxo-4-(o-tolyl)-2H-chromen-7-yl)oxy)propanamide C(C)NC(C(COC)OC1=CC=C2C(=CC(OC2=C1)=O)C1=C(C=CC=C1)C)=O